CCCCCCCCCCCCCCCCCCCCCC(=O)N[C@@H](CO)[C@@H](CCCCCCCCCCCCCCC)O The molecule is a dihydroceramide in which the ceramide N-acyl group is specified as docosanoyl (behenoyl). It has a role as a mouse metabolite. It derives from a docosanoic acid.